ClC=1C=NC=CC1C1=C(C=C(C(=O)N[C@H]2CN(CC2)C#N)C=C1)OC (R)-4-(3-chloropyridin-4-yl)-N-(1-cyanopyrrolidin-3-yl)-3-methoxybenzamide